BrC=1C(=C(C=NC1)N(C(OC(C)(C)C)=O)C(=O)OC(C)(C)C)CC tert-butyl N-(5-bromo-4-ethyl-3-pyridinyl)-N-tert-butoxycarbonyl-carbamate